4-(1-(2,3-difluorophenyl)ethyl)-6-methyl-2-(1-(oxetan-3-yl)-1H-pyrazol-4-yl)-1-toluenesulfonyl-1,6-dihydro-7H-pyrrolo[2,3-c]pyridin-7-one FC1=C(C=CC=C1F)C(C)C=1C2=C(C(N(C1)C)=O)N(C(=C2)C=2C=NN(C2)C2COC2)S(=O)(=O)CC2=CC=CC=C2